C1(CC1)CS(=O)(=O)NCCCN(CCCCCCCC(=O)OC(CCCCCCCC)CCCCCCCC)CCCCCCCC(OC(CC)CCCCCCCC)=O Heptadecan-9-yl 8-((3-((cyclopropylmethyl)sulfonamido)propyl)(8-oxo-8-(undecan-3-yloxy)octyl)amino)octanoate